C(C)(C)(C)OC(=O)NC=1SC2=C(N1)C(=CC=C2F)C2=C(C=C1C(=NC=NC1=C2F)NC2CN(C2)C(=O)OC(C)(C)C)Cl tert-butyl 3-((7-(2-((tert-butoxycarbonyl)amino)-7-fluorobenzo[d]thiazol-4-yl)-6-chloro-8-fluoroquinazolin-4-yl)amino)azetidine-1-carboxylate